C(N)(=O)C=1C=C2C=CN(C2=CC1)CC1=CC=C(C=C1)P(O)(O)=O 4-((5-carbamoylindol-1-yl)methyl)phenylphosphonic acid